ClC=1C=C(OCC(=O)NC2CC(C2)F)C=CC1C=1N(C2=NC=NC(=C2N1)OC1(CC1)C)CC1=NC=CC(=C1)C 2-(3-chloro-4-(6-(1-methylcyclopropoxy)-9-((4-methylpyridin-2-yl)methyl)-9H-purin-8-yl)phenoxy)-N-(3-fluorocyclobutyl)acetamide